O=P1(OC2=C(C3=C1C=CC=C3)C=CC=C2)CCC(=O)N 3-(6-oxidodibenzo[c,e][1,2]oxaphosphinin-6-yl)propanamide